ethyl (2R,4R)-2-ethylpiperidine-4-carboxylate hydrochloride Cl.C(C)[C@H]1NCC[C@H](C1)C(=O)OCC